caronyl-sulfanoyl fluoride C12(C(C(CCC1C2(C)C)C)=O)S(=O)F